3-bromo-5-(pyrazin-2-ylamino)-1-((2-(trimethylsilyl)ethoxy)methyl)-1H-pyrazole BrC1=NN(C(=C1)NC1=NC=CN=C1)COCC[Si](C)(C)C